3-amino-5-benzyl-1,2,4-triazole NC1=NNC(=N1)CC1=CC=CC=C1